4-(((2Z)-3-cyclohexyl-5-(3-methylbenzylidene)-4-oxothiazolidin-2-ylidene)amino)benzenesulphonamide C1(CCCCC1)N1/C(/SC(C1=O)=CC1=CC(=CC=C1)C)=N/C1=CC=C(C=C1)S(=O)(=O)N